CC=1C=C(CN2CCC(CC2)(CCC2=CC=CC=C2)COCC)C=C(C1[N+](=O)[O-])C 1-(3,5-dimethyl-4-nitrobenzyl)-4-(ethoxymethyl)-4-phenylethylpiperidine